(trifluoromethyl)-3,6-dihydropyrimidin FC(F)(F)C1=NCC=CN1